2-(3,5-Difluoro-phenyl)-N-[2-(ethyl-methyl-amino)-5,7-difluoro-4-oxo-4H-quinazolin-3-yl]-acetamide FC=1C=C(C=C(C1)F)CC(=O)NN1C(=NC2=CC(=CC(=C2C1=O)F)F)N(C)CC